COC1=C(C=C(C=N1)N1CC2=C(N=CN=C2N[C@@H]2CN(CC2)C(=O)C2CCC(CC2)OC)CC1)C(F)(F)F ((S)-3-(6-(6-Methoxy-5-(trifluoromethyl)pyridin-3-yl)-5,6,7,8-tetrahydropyrido[4,3-d]pyrimidin-4-ylamino)pyrrolidin-1-yl)((1r,4S)-4-methoxycyclohexyl)methanone